NC1=C2N=C(N(C2=NC=N1)CCS(=O)(=O)NC1CC1)SC1=CC2=C(OCO2)C=C1C=1SC=CN1 2-(6-amino-8-((6-(thiazol-2-yl)benzo[d][1,3]dioxol-5-yl)thio)-9H-purin-9-yl)-N-cyclopropyl-ethanesulfonamide